5-(3-(4-((3-chloro-5-(trifluoro-methoxy)benzyl)amino)butoxy)azetidin-1-yl)benzo[c][2,6]naphthyridine ClC=1C=C(CNCCCCOC2CN(C2)C2=NC3=C(C4=CN=CC=C24)C=CC=C3)C=C(C1)OC(F)(F)F